4-((3,5-dimethoxybenzyl)amino)-2-((1-methyl-1H-pyrazol-4-yl)amino)pyrimidin-5-carboxamide COC=1C=C(CNC2=NC(=NC=C2C(=O)N)NC=2C=NN(C2)C)C=C(C1)OC